1-(3-azabicyclo[3.1.0]hex-3-yl)-2-((5-bromopyridin-2-yl)methoxy)-2,2-difluoroethanone C12CN(CC2C1)C(C(F)(F)OCC1=NC=C(C=C1)Br)=O